[C@H](C)(CC)N1C=C(C=2C(=CC(=CC12)C1=CC(=C(C=C1)C1(CCN(CC1)S(=O)(=O)C)O)F)C(=O)NCC=1C(NC(=CC1C)C)=O)C (S)-1-(sec-butyl)-N-((4,6-dimethyl-2-oxo-1,2-dihydropyridin-3-yl)methyl)-6-(3-fluoro-4-(4-hydroxy-1-(methylsulfonyl)piperidin-4-yl)phenyl)-3-methyl-1H-indole-4-carboxamide